NC1=NC=C(C=C1C=1C=C2CCNC(C2=CC1)=O)C1=CC=C(C=C1)N1[C@H]2CN([C@@H](C1)C2)C 6-(2-amino-5-(4-((1R,4R)-5-methyl-2,5-diazabicyclo[2.2.1]heptan-2-yl)phenyl)pyridin-3-yl)-3,4-dihydroisoquinolin-1(2H)-one